FC(C(C(F)(F)F)OC(=O)N1CCN(CC1)CC1=C(OC(C(=O)O)(C)C)C(=CC=C1)C(F)(F)F)(F)F 2-(2-((4-(((1,1,1,3,3,3-Hexafluoropropan-2-yl)oxy)carbonyl)piperazin-1-yl)methyl)-6-(trifluoromethyl)phenoxy)-2-methylpropanoic acid